(4-octyloxyphenyl)-2-(p-tolyl)diazene C(CCCCCCC)OC1=CC=C(C=C1)N=NC1=CC=C(C=C1)C